6-bromo-1-(triisopropylsilyl)-1H-pyrrolo[2,3-b]pyridine methyl-(S)-2-cyclopropyl-6-((3-(1-(4-methyl-4H-1,2,4-triazol-3-yl)propan-2-yl)phenyl)carbamoyl)isonicotinate COC(C1=CC(=NC(=C1)C(NC1=CC(=CC=C1)[C@H](CC1=NN=CN1C)C)=O)C1CC1)=O.BrC1=CC=C2C(=N1)N(C=C2)[Si](C(C)C)(C(C)C)C(C)C